ClC=1C=CC(=C(CCN2[C@H]([C@H]([C@@H]([C@H](C2)O)O)O)CO)C1)F (2S,3R,4R,5S)-1-(5-chloro-2-fluorophenethyl)-2-(hydroxymethyl)piperidine-3,4,5-triol